1-(4-acetamidobenzyl)-N,N-dimethyl-4-phenethylpiperidine-4-carboxamide C(C)(=O)NC1=CC=C(CN2CCC(CC2)(C(=O)N(C)C)CCC2=CC=CC=C2)C=C1